N-(1-(10H-phenothiazin-10-yl)propan-2-yl)-N,N,3,7-tetramethyloct-6-en-1-aminium 4-methylbenzenesulfonate CC1=CC=C(C=C1)S(=O)(=O)[O-].C1=CC=CC=2SC3=CC=CC=C3N(C12)CC(C)[N+](CCC(CCC=C(C)C)C)(C)C